7-[(3R,5S)-3,5-dimethylpiperazin-1-yl]-2-(1,3-dimethylpyrrolo[1,2-a]pyrazin-7-yl)-4H-pyrido[1,2-a]pyrimidin-4-one C[C@@H]1CN(C[C@@H](N1)C)C=1C=CC=2N(C(C=C(N2)C=2C=C3N(C=C(N=C3C)C)C2)=O)C1